N1(CCC1)C(=O)C1=C(C=CC(=C1)C#N)C1=C2CN(CC2=CC=C1)C#N 4-(2-(azetidine-1-carbonyl)-4-cyanophenyl)isoindoline-2-carbonitrile